(S)-2-methyl-propane-2-sulfinamide CC(C)(C)[S@](=O)N